(1H-pyrazol-4-yl)pyrimidine-2,4-diamine N1N=CC(=C1)C=1C(=NC(=NC1)N)N